4-(((2S,6R)-2,6-dimethylmorpholino)phenyl)-4-((4-ethoxycyclohexyl)methoxy)-5-fluoropyrimidin-2-amine C[C@@H]1O[C@@H](CN(C1)C1=C(C=CC=C1)C1(NC(=NC=C1F)N)OCC1CCC(CC1)OCC)C